Benzyl (1S,2R)-2-(chlorocarbonyl)cyclohexane-1-carboxylate ClC(=O)[C@H]1[C@H](CCCC1)C(=O)OCC1=CC=CC=C1